(E)-3-(6-hydroxy-8-(4-methylbenzoyl)-6-phenyl-1,2,3,4-tetrahydropyrrolo[1,2-a]pyrimidin-7(6H)-ylidene)chroman-2,4-dione OC1(\C(\C(=C2N1CCCN2)C(C2=CC=C(C=C2)C)=O)=C/2\C(OC1=CC=CC=C1C2=O)=O)C2=CC=CC=C2